BrC1=CC(=C(C=C1)NC1=C(C=NC2=CC(=C(C=C12)NC(=O)NC1CCOCC1)OCC)C#N)C 1-(4-((4-Bromo-2-methylphenyl)amino)-3-cyano-7-ethoxyquinolin-6-yl)-3-(tetrahydro-2H-pyran-4-yl)urea